O1CC(CC1)OC1=C2CCC(C2=C(C=C1)SC(F)(F)F)=O 4-(tetrahydrofuran-3-oxy)-7-(trifluoromethylthio)-2,3-dihydro-1H-inden-1-one